N,N,N',N'-tetrahexylurea C(CCCCC)N(C(=O)N(CCCCCC)CCCCCC)CCCCCC